2-amino-9-[(2R,3S,4S,5R)-4-(benzyloxy)-5-[(benzyloxy)methyl]-5-(chloromethyl)-3-hydroxyoxolan-2-yl]-1H-purin-6-one NC=1NC(C=2N=CN(C2N1)[C@@H]1O[C@]([C@H]([C@@H]1O)OCC1=CC=CC=C1)(CCl)COCC1=CC=CC=C1)=O